(1S,9S)-11-{[4-(1,3-BENZODIOXOL-5-YLAMINO)-8-METHYL-2-QUINAZOLINYL]METHYL}-7,11-DIAZATRICYCLO[7.3.1.0~2,7~]TRIDECA-2,4-DIEN-6-ONE O1COC2=C1C=CC(=C2)NC2=NC(=NC1=C(C=CC=C21)C)CN2C[C@H]1CN3C(C=CC=C3[C@H](C2)C1)=O